(20S)-tetrahydrofuryloxy-androstane-1,4,6-trien-3-one O1C(CCC1)OC[C@@]12CCC[C@H]1[C@@H]1C=CC3=CC(C=C[C@]3(C)[C@H]1CC2)=O